2-amino-7-(methylamino)heptanoic acid NC(C(=O)O)CCCCCNC